(4Z,7S,8R,9E)-7,8-dihydroxy-10-(5-((S)-1-hydroxyhexyl)-1,2-dimethyl-1H-imidazol-4-yl)deca-4,9-dienoic acid O[C@@H](C\C=C/CCC(=O)O)[C@@H](\C=C\C=1N=C(N(C1[C@H](CCCCC)O)C)C)O